(Z)-N-benzyl-2-(2-cyano-3-hydroxy-3-(5-methylisoxazol-4-yl)acrylamido)-N-methyl-4-phenethylpyrimidine-5-carboxamide C(C1=CC=CC=C1)N(C(=O)C=1C(=NC(=NC1)NC(\C(=C(\C=1C=NOC1C)/O)\C#N)=O)CCC1=CC=CC=C1)C